FC1(CN(CCC1O)C(C(F)(F)C=1C=C(C(=O)NC2=CC(=C(C(=C2)F)F)F)C=CC1F)=O)F 3-(2-(3,3-difluoro-4-hydroxypiperidin-1-yl)-1,1-difluoro-2-oxoethyl)-4-fluoro-N-(3,4,5-trifluorophenyl)benzamide